(trans)-Methyl 4-(2-chloro-4-fluorophenyl)-2-(3,5-difluoropyridin-2-yl)-6-(4-(methylsulfonamido)cyclohexyl)-1,4-dihydropyrimidine-5-carboxylate ClC1=C(C=CC(=C1)F)C1N=C(NC(=C1C(=O)OC)[C@@H]1CC[C@H](CC1)NS(=O)(=O)C)C1=NC=C(C=C1F)F